BrCC=1N=C(N([C@H](C1C#CC1=CC=CC=C1)C1=C(C=C(C=C1)F)Cl)C(=O)O)C=1SC=CN1 (R)-4-(bromomethyl)-6-(2-chloro-4-fluorophenyl)-5-(phenylethynyl)-2-(thiazol-2-yl)pyrimidine-1(6H)-carboxylic acid